9-chlorononane-1-sulfonyl chloride ClCCCCCCCCCS(=O)(=O)Cl